N-carboxymethyl-3-hydroxy-6-hydroxymethyl-pyridinium C(=O)(O)C[N+]1=CC(=CC=C1CO)O